2,4-dichloro-6-methylquinazoline ClC1=NC2=CC=C(C=C2C(=N1)Cl)C